2-(1-(3-(cyclohexanecarbonyl)phenyl)-1H-1,2,3-triazol-4-yl)isonicotinic acid C1(CCCCC1)C(=O)C=1C=C(C=CC1)N1N=NC(=C1)C=1C=C(C(=O)O)C=CN1